COC(=O)[C@@H]1N(CC(C1)C(F)F)C(=O)OC(C)(C)C (2R)-4-(difluoromethyl)pyrrolidine-1,2-dicarboxylic acid 1-tert-butyl 2-methyl ester